1-(4-chlorophenyl)-4-pentanone ClC1=CC=C(C=C1)CCCC(C)=O